ClC1=CC2=C(N=C(O2)C(C(=O)N[C@@H]([C@H](O)C2=CC3=C(OCCO3)C=C2)CN2CCCC2)(F)F)S1 2-(5-chlorothieno[2,3-d]oxazol-2-yl)-N-((1r,2r)-1-(2,3-dihydrobenzo[b][1,4]dioxin-6-yl)-1-hydroxy-3-(pyrrolidin-1-yl)propan-2-yl)-2,2-difluoroacetamide